N1=CC=CC2=NC=C(C=C12)O [1,5]Naphthyridin-7-ol